Tetradecyl monophosphate P(=O)(OCCCCCCCCCCCCCC)([O-])[O-]